C(=O)([O-])CC1(OC(C=C1)=O)C(=O)[O-] 2-(carboxylatomethyl)-5-oxo-2,5-dihydro-2-furoate